CN1C(=NC=C1)N1CCC(CC1)N 1-(1-methyl-1H-imidazol-2-yl)piperidin-4-amine